(R)-6-isopropyl-5-(8-methoxy-[1,2,4]triazolo[1,5-a]pyridin-6-yl)-1-(1-(oxetan-3-yl)piperidin-3-yl)-1,3-dihydro-2H-benzo[d]imidazol-2-one C(C)(C)C=1C(=CC2=C(N(C(N2)=O)[C@H]2CN(CCC2)C2COC2)C1)C=1C=C(C=2N(C1)N=CN2)OC